FC1(CN(C1)S(=O)(=O)C)C1=CC=CC(=N1)N1N=C(C=2C=NC=CC21)C 1-(6-(3-fluoro-1-(methylsulfonyl)azetidin-3-yl)pyridin-2-yl)-3-methyl-1H-pyrazolo[4,3-c]pyridine